6-(4-(1-(tert-Butoxycarbonyl)piperidin-4-yl)phenyl)-4-(4-(4-(trifluoromethyl)phenyl)-1H-1,2,3-triazol-1-yl)picolinic acid C(C)(C)(C)OC(=O)N1CCC(CC1)C1=CC=C(C=C1)C1=CC(=CC(=N1)C(=O)O)N1N=NC(=C1)C1=CC=C(C=C1)C(F)(F)F